3-(2-amino-[1,2,4]triazolo[1,5-a]pyridin-7-yl)-N-(2,2-difluoro-3-(4-fluorophenyl)-3-hydroxybutyl)-2-fluoro-6-(methyl-d3)benzamide NC1=NN2C(C=C(C=C2)C=2C(=C(C(=O)NCC(C(C)(O)C3=CC=C(C=C3)F)(F)F)C(=CC2)C([2H])([2H])[2H])F)=N1